CN(C1=CC=C(C=C1)NC(=O)N1CCC(CC1)(C1=NC=CC=C1C)F)C N-[4-Dimethylaminophenyl]-4-fluoro-4-(3-methylpyridin-2-yl)piperidin-1-carboxamid